N-((R)-3-methoxy-1-oxo-1-(((R)-2-((1R,2S)-2-phenylcyclopropyl)-1-(4,4,5,5-tetramethyl-1,3,2-dioxaborolan-2-yl)ethyl)amino)propan-2-yl)pyrazine-2-carboxamide COC[C@H](C(N[C@@H](C[C@@H]1[C@H](C1)C1=CC=CC=C1)B1OC(C(O1)(C)C)(C)C)=O)NC(=O)C1=NC=CN=C1